BrC1=CN(C2=CN=C(C=C21)NC(C([2H])([2H])[2H])=O)C (3-bromo-1-methyl-1H-pyrrolo[2,3-c]pyridin-5-yl)acetamide-2,2,2-d3